3,6-dichlorocarbazole ClC=1C=CC=2NC3=CC=C(C=C3C2C1)Cl